CC1=C(C=C(C=C1)NC(=O)[C@@H]1N(CCCC1)C(=O)OC(C)(C)C)C(N[C@H](C)C1=CC=CC2=CC=CC=C12)=O tert-butyl (R)-2-((4-methyl-3-(((R)-1-(naphthalen-1-yl)ethyl) carbamoyl) phenyl) carbamoyl)piperidine-1-carboxylate